N(=O)C=1C(=C(C(C(=O)N)=CC1)C(=O)N)N=O dinitrosophthalamide